N[C@@H](CC1=CC=CC=C1)CC(=O)O β-homoPhenylalanine